3-(((1-benzyl-4,5-dihydro-1H-imidazol-2-yl)thio)methyl)-7-chloro-5H-thiazolo[2,3-b]quinazoline C(C1=CC=CC=C1)N1C(=NCC1)SCC1=CSC2=NC3=CC=C(C=C3CN21)Cl